CC1=C(C=NC(=C1)C)CC=O 2-(4,6-dimethylpyridin-3-yl)acetaldehyde